IC1=CC=NC2=C1OCC1(N2C)CCC1 8'-iodo-4'-methyl-2'H,4'H-spiro[cyclobutane-1,3'-pyrido[3,2-b][1,4]oxazine]